COCCOCC=1C=C2C=C(NC2=C(C1)NCCC)C1=CC=CC=C1 5-(2-methoxyethoxymethyl)-2-phenyl-N-propyl-1H-indol-7-amine